thieno[2,3-b]pyridine-4-carboxylate S1C=CC2=C1N=CC=C2C(=O)[O-]